C(C)C=1C(=C(OC(OC2=C(C(=CC=C2)CC)CC)C2=C(C=CC=C2)O)C=CC1)CC bis(diethylphenoxy)methylphenol